methyl 3-(4-(methoxymethylene)cyclohexyl)-1-methyl-1H-pyrazole-5-carboxylate COC=C1CCC(CC1)C1=NN(C(=C1)C(=O)OC)C